N1=CC(=CC=C1)CNC(=O)C1=CN2C=3C=CC=CC3SC2=N1 N-[(pyridin-3-yl)methyl]-7-thia-2,5-diazatricyclo[6.4.0.02,6]dodeca-1(8),3,5,9,11-pentaene-4-carboxamide